[N+](=O)(OCCC(O)C1CCN(CC1)S(=O)(=O)C1=CC(=C(C=C1)OCC)C=1NC(C2=C(N1)C(=NN2C)CCC)=O)[O-] 3-(1-((4-ethoxy-3-(1-methyl-7-oxo-3-propyl-6,7-dihydro-1H-pyrazolo[4,3-d]pyrimidin-5-yl) phenyl) sulfonyl) piperidin-4-yl)-3-hydroxypropyl nitrate